FC=1C(=CC(=C(C1)NC1=NC=C(C(=N1)OC=1C=CC=C2CN(C(C12)=O)C)C(F)(F)F)OC)N1CC2(C1)CCNCC2 7-((2-((5-fluoro-2-methoxy-4-(2,7-diazaspiro[3.5]non-2-yl)phenyl)amino)-5-(trifluoromethyl)pyrimidin-4-yl)oxy)-2-methylisoindolin-1-one